2-amino-4-bromo-3,5-difluoro-benzoic acid NC1=C(C(=O)O)C=C(C(=C1F)Br)F